CC(CCCCCCCCC(=O)SCCNC(CCNC([C@@H](C(COP(OP(OC[C@@H]1[C@H]([C@H]([C@@H](O1)N1C=NC=2C(N)=NC=NC12)O)OP(=O)(O)O)(=O)O)(=O)O)(C)C)O)=O)=O)CC=CCCCC(C)C 10,17-dimethyl-octadec-12-enoyl-CoA